racemic-3-cyclopentyl-3-{4-[7-(2-trimethylsilanylethoxymethyl)-7H-pyrrolo[2,3-d]pyrimidin-4-yl]pyrazol-1-yl}propionitrile C1(CCCC1)[C@@H](CC#N)N1N=CC(=C1)C=1C2=C(N=CN1)N(C=C2)COCC[Si](C)(C)C |r|